ClC1=NC=C(C(=C1)C=1C2=C(N(N=C2C(=CC1)F)C)C(C)C)Cl (2,5-dichloropyridin-4-yl)-7-fluoro-3-isopropyl-2-methyl-2H-indazole